8-fluoro-3-[(oxan-2-yl)oxy]naphthalen-1-ol FC=1C=CC=C2C=C(C=C(C12)O)OC1OCCCC1